(S)-6-((2-(3-Aminopiperidin-1-yl)-5,7-difluoro-1H-benzo[d]imidazol-1-yl)methyl)nicotinonitril N[C@@H]1CN(CCC1)C1=NC2=C(N1CC1=NC=C(C#N)C=C1)C(=CC(=C2)F)F